1,2-Bis(2-methoxy-5-phenyl-3-thienyl)-perfluorocyclopentene COC=1SC(=CC1C1=C(C(C(C1(F)F)(F)F)(F)F)C1=C(SC(=C1)C1=CC=CC=C1)OC)C1=CC=CC=C1